C(C)(C)(C)OC(=O)N1CC(C(CC1)(C(=O)O)O)C 1-(tert-butoxycarbonyl)-4-hydroxy-3-methylpiperidine-4-carboxylic acid